BrC=1C=C2C(=C(NC2=CC1)C1=C2C(=NC=C1)N(N=C2)C(C2=CC=CC=C2)(C2=CC=CC=C2)C2=CC=CC=C2)C(C)C 4-(5-bromo-3-isopropyl-1H-indol-2-yl)-1-trityl-1H-pyrazolo[3,4-b]pyridine